ethyl 4-(1-methyl-3,3a,4,6,7,7a-hexahydro-2H-pyrrolo[3,2-c]pyridin-5-yl)-8-oxo-11-thia-1,3,5-triazatetracyclo[8.7.0.02,7.012,17]heptadeca-2,4,6,9,12(17),13,15-heptaene-9-carboxylate CN1CCC2CN(CCC21)C=2N=C1N3C=4C=CC=CC4SC3=C(C(C1=CN2)=O)C(=O)OCC